NCCCOC=1C=C(C=CC1)NC=1C(=NC(=C(N1)NC1CCOCC1)CC)C(=O)N 3-((3-(3-Aminopropoxy)phenyl)amino)-6-ethyl-5-((tetrahydro-2H-pyran-4-yl)amino)pyrazine-2-carboxamide